1-[(4R)-7-amino-4-methyl-1,2,3,4-tetrahydroisoquinolin-2-yl]-2,2,2-trifluoroethan-1-one NC1=CC=C2[C@H](CN(CC2=C1)C(C(F)(F)F)=O)C